C(C1=CC=CC=C1)N1CC(=NC(=C1)C1=CSC=C1)C 1-benzyl-3-methyl-5-(thiophene-3-yl)pyrazin